1,3-Bis(4-Aminophenoxy)Benzene NC1=CC=C(OC2=CC(=CC=C2)OC2=CC=C(C=C2)N)C=C1